3-aminopiperidine-2,6-dione HCl Cl.NC1C(NC(CC1)=O)=O